3,6-dimethoxy-2,4',6'-trisIsopropyl-1,1'-biphenyl COC=1C(=C(C(=CC1)OC)C1=CC=C(C=C1C(C)C)C(C)C)C(C)C